ClC=1C(=C(C(=CC1)N1N=NN=C1)C1=CC(N2[C@@H](CC[C@H]2C1)C=1NC(=CN1)C1=CC=C(C=N1)NC(OC)=O)=O)F Methyl (6-(2-((3S,8aS)-7-(3-Chloro-2-fluoro-6-(1H-tetrazol-1-yl)phenyl)-5-oxo-1,2,3,5,8,8a-hexahydroindolizin-3-yl)-1H-imidazol-5-yl)pyridin-3-yl)carbamate